4-(((2R,4s,6S)-2-cyano-6-(4-(methoxycarbonyl)phenyl)-7-azaspiro[3.5]nonan-7-yl)methyl)-5-methoxy-7-methyl-1H-indole-1-carboxylic acid tert-butyl ester C(C)(C)(C)OC(=O)N1C=CC2=C(C(=CC(=C12)C)OC)CN1[C@@H](CC2(CC(C2)C#N)CC1)C1=CC=C(C=C1)C(=O)OC